C(C1=CC=CC=C1)OCN1C(N(C=CC1=O)[C@H]1COC[C@](O1)(CO[Si](C(C)C)(C(C)C)C(C)C)COC(C1=CC=CC=C1)=O)=O.N(=C=O)C1=CC=C(C=C1)C(C1=CC=C(C=C1)N=C=O)C1=CC=C(C=C1)N=C=O tris-(4-isocyanatophenyl)methane [(2R,6R)-6-[3-(benzyloxymethyl)-2,4-dioxo-pyrimidin-1-yl]-2-(triisopropylsilyloxy-methyl)-1,4-dioxan-2-yl]methyl-benzoate